CC1=C(OC2CC3C(CN(C3)C(=O)OC(C)(C)C)C2)C=CC(=C1)[N+](=O)[O-] tert-butyl 5-(2-methyl-4-nitrophenoxy)hexahydrocyclopenta[c]pyrrole-2(1H)-carboxylate